4-(3-(3-aminopiperidin-1-yl)-1-(p-tolyl)-1H-pyrazol-5-yl)-2-fluorobenzonitrile NC1CN(CCC1)C1=NN(C(=C1)C1=CC(=C(C#N)C=C1)F)C1=CC=C(C=C1)C